C(#N)CCOCCC#N di(cyanoethyl) ether